FC1=C(C=O)C=CC=C1O 2-FLUORO-3-HYDROXYBENZALDEHYDE